C1(CCCCC1)[C@H]1C[C@H](N(C1)C(CNC(C1=CC=C(C=C1)OC1=CC=C(C=C1)F)=O)=O)C(=O)OC methyl (2S,4R)-4-cyclohexyl-1-((4-(4-fluorophenoxy)benzoyl)glycyl)pyrrolidine-2-carboxylate